C1(\C=C\C(=O)O1)=O fumaric (anhydride)